C[C@H]1N(C[C@@H](N(C1)C(=O)OC(C)(C)C)C1=CC(=CC=C1)B1OC(C(O1)(C)C)(C)C)C(C(C)C)=O tert-butyl (2S,5R)-5-methyl-4-(2-methylpropanoyl)-2-[3-(4,4,5,5-tetramethyl-1,3,2-dioxaborolan-2-yl)phenyl]piperazine-1-carboxylate